4-bromo-2-cyclopropyl-N-(oxazol-5-ylmethyl)benzamide BrC1=CC(=C(C(=O)NCC2=CN=CO2)C=C1)C1CC1